N-(2-(4-ethylpiperazine-1-yl)-5-((6-((R)-3-(3-fluorophenyl)-isoxazolidine-2-yl)pyrimidine-4-yl)amino)-4-methoxy-phenyl)acrylamide C(C)N1CCN(CC1)C1=C(C=C(C(=C1)OC)NC1=NC=NC(=C1)N1OCC[C@@H]1C1=CC(=CC=C1)F)NC(C=C)=O